N-(2-((1r,3r,5r,7r)-adamantan-2-ylamino)ethyl)-5-(4-chloro-phenyl)-1-(2,4-dichlorophenyl)-4-ethyl-1H-pyrazole-3-carboxamide C12C(C3CC(CC(C1)C3)C2)NCCNC(=O)C2=NN(C(=C2CC)C2=CC=C(C=C2)Cl)C2=C(C=C(C=C2)Cl)Cl